2-fluoro-N-(2-methoxyethyl)-benzamid FC1=C(C(=O)NCCOC)C=CC=C1